ClC1=C(C=CC=C1)C=1C=CC2=C(N=C(O2)N)C1 5-(2-chlorophenyl)-2-aminobenzoxazole